BrC=1C=C(C=C2NC(C(=NC12)C)=O)CN1CCN(CC1)C=1C=CC(=NC1F)C(=O)NC1CC1 5-(4-((8-bromo-2-methyl-3-oxo-3,4-dihydroquinoxalin-6-yl)methyl)piperazin-1-yl)-N-cyclopropyl-6-fluoropyridinecarboxamide